3-(2-((5-carboxypentanoyl)oxy)-2,2-diphenylacetoxy)spiro[bicyclo[3.2.1]octane-8,1'-pyrrolidin]-8-ium chloride [Cl-].C(=O)(O)CCCCC(=O)OC(C(=O)OC1CC2CCC(C1)[N+]21CCCC1)(C1=CC=CC=C1)C1=CC=CC=C1